(Z)-2-cyano-3-hydroxy-3-(5-methylisoxazol-4-yl)-N-(4-(S-methylsulphonimidoyl)phenyl)acrylamide C(#N)/C(/C(=O)NC1=CC=C(C=C1)S(=O)(=N)C)=C(\C=1C=NOC1C)/O